2-[(2S)-2-amino-2-phenylethyl]pyridin-1-ium dichloride [Cl-].[Cl-].N[C@@H](CC1=[NH+]C=CC=C1)C1=CC=CC=C1.N[C@@H](CC1=[NH+]C=CC=C1)C1=CC=CC=C1